2-(5'-tert-butyl-2'-hydroxy-phenyl)benzotriazole ammonium diglycolate C(COCC(=O)[O-])(=O)[O-].[NH4+].C(C)(C)(C)C=1C=CC(=C(C1)N1N=C2C(=N1)C=CC=C2)O.[NH4+]